N-(3-{6-azaspiro[2.5]octane-6-yl}-4-{4-[2-methyl-6-(1-methyl-1H-pyrazole-4-yl)pyridin-4-yl]-1H-1,2,3-triazol-1-yl}phenyl)-2-hydroxyethane-1-sulfonamide C1CC12CCN(CC2)C=2C=C(C=CC2N2N=NC(=C2)C2=CC(=NC(=C2)C=2C=NN(C2)C)C)NS(=O)(=O)CCO